(S)-6-bromo-N-(1-(3-(difluoromethyl)-2-methylphenyl)ethyl)-2-methylquinazolin-4-amine BrC=1C=C2C(=NC(=NC2=CC1)C)N[C@@H](C)C1=C(C(=CC=C1)C(F)F)C